1-((cyclohexanecarbonyl)oxy)propyl 4-(((trans)-4-(4-(trifluoromethoxy)phenyl)cyclohexyl)oxy)-1H-1,2,3-triazole-5-carboxylate FC(OC1=CC=C(C=C1)[C@@H]1CC[C@H](CC1)OC=1N=NNC1C(=O)OC(CC)OC(=O)C1CCCCC1)(F)F